6-Bromo-3-(2-fluoro-3-(methoxymethoxy)-5-(trifluoromethyl)phenyl)-1-methyl-1H-indazole BrC1=CC=C2C(=NN(C2=C1)C)C1=C(C(=CC(=C1)C(F)(F)F)OCOC)F